N1=CC=C(C=C1)CN1C(=NC2=C1C=CC=C2)C=2C(=NON2)N 4-[1-(pyridin-4-ylmethyl)benzimidazol-2-yl]-1,2,5-oxadiazol-3-amine